COC1=CC=2N=CN=C(C2N=C1NC(=O)C1(CC1)C(F)(F)F)C=1C=NN(C1C1=CC=CC=C1)C([2H])([2H])[2H] N-(7-methoxy-4-(1-(methyl-d3)-5-phenyl-1H-pyrazol-4-yl)pyrido[3,2-d]pyrimidin-6-yl)-1-(trifluoromethyl)cyclopropane-1-carboxamide